racemic-2-[[5-(ethylsulfonimidoyl)-6-[7-(trifluoromethyl)imidazo[1,2-c]pyrimidin-2-yl]-3-pyridyl]oxy]-2-methyl-propanenitrile C(C)[S@](=O)(=N)C=1C=C(C=NC1C=1N=C2N(C=NC(=C2)C(F)(F)F)C1)OC(C#N)(C)C |r|